methyl 2-bromo-1H-imidazole-4-carboxylate BrC=1NC=C(N1)C(=O)OC